ClC=1C=C(COC=2C=C3CCC(C3=CC2)=O)C=CC1C 5-((3-Chloro-4-methylbenzyl)oxy)-2,3-dihydro-1H-inden-1-one